ClC1=CC=2N(C=C1)N=C(C2C2=CC=C(C=C2)F)NC(CC(C)(C)O)=O N-(5-chloro-3-(4-fluorophenyl)pyrazolo[1,5-a]pyridin-2-yl)-3-hydroxy-3-methylbutanamide